C(#N)/C(/C(=O)N1C[C@@H](CCCC1)OC(=O)N[C@@H](CC1=CC=CC=C1)B(O)O)=C\C(C)(N1C[C@H](OCC1)C)C ((R)-1-(((((R)-1-((E)-2-cyano-4-methyl-4-((R)-2-methylmorpholino)pent-2-enoyl)azepan-3-yl)oxy)carbonyl)amino)-2-phenylethyl)boronic acid